(5-((2S,4R)-1-((R)-2-(2-naphthoylamino)-3-cyclohexylpropionyl)-4-(5-(2-hydroxypropan-2-yl)-1H-1,2,3-triazol-1-yl)pyrrolidine-2-carboxamido)-7-amino-6,7-dioxoheptyl)carbamic acid C1=C(C=CC2=CC=CC=C12)C(=O)N[C@@H](C(=O)N1[C@@H](C[C@H](C1)N1N=NC=C1C(C)(C)O)C(=O)NC(CCCCNC(O)=O)C(C(=O)N)=O)CC1CCCCC1